FC1=C(C=CC=C1)C(CC=C)O (2-fluorophenyl)but-3-en-1-ol